C(=C)OC=CC propenyl vinyl ether